(γ-glycidoxypropyl)(methoxy)dimethylsilane C(C1CO1)OCCC[Si](C)(C)OC